C(#N)C=CCCCP(CCCC)CCCC cyanomethylenetributyl-phosphane